5-oxo-2-(1H-pyrazol-4-yl)-5,6-dihydro[1,2,4]triazolo[1,5-c]quinazoline-7-carbonitrile O=C1NC2=C(C=CC=C2C=2N1N=C(N2)C=2C=NNC2)C#N